N-(1-(3,5-difluorophenyl)ethyl)-3-(2-(1-ethyl-1H-pyrazol-4-yl)vinyl)-1H-indazol-5-amine FC=1C=C(C=C(C1)F)C(C)NC=1C=C2C(=NNC2=CC1)C=CC=1C=NN(C1)CC